D-gluconic acid potassium salt [K+].O=C([C@H](O)[C@@H](O)[C@H](O)[C@H](O)CO)[O-]